C(CCC)C1=NC2=C(C=CS2NC(C)(C)C)N1CC1CCOCC1 2-Butyl-4-(tert-butylamino)-1-((tetrahydro-2H-pyran-4-yl)methyl)-1H-imidazo[4,5-d]thiophene